Cl.CN(C=1SC2=C(N1)SC(=N2)C2=NC=C(C=C2O)C=2C=NSC2)C2CCNCC2 2-{5-[Methyl(piperidin-4-yl)amino][1,3]thiazolo[5,4-d][1,3]thiazol-2-yl}-5-(1,2-thiazol-4-yl)pyridin-3-ol Hydrochlorid